1-(2,2-difluoro-2-(4-hydroxy-4-methyltetrahydro-2H-pyran-2-yl)ethyl)-9-(trifluoromethyl)-1,2,3,4-tetrahydro-5H-benzofuro[3,2-e][1,4]diazepin-5-one FC(CN1CCNC(C2=C1C1=C(O2)C=CC(=C1)C(F)(F)F)=O)(C1OCCC(C1)(C)O)F